C1(=CC=CC=C1)[B-](C1=CC=CC=C1)(C1=CC=CC=C1)C1=CC=CC=C1.[Ru+3].C1(=CC=CC=C1)[B-](C1=CC=CC=C1)(C1=CC=CC=C1)C1=CC=CC=C1.C1(=CC=CC=C1)[B-](C1=CC=CC=C1)(C1=CC=CC=C1)C1=CC=CC=C1 ruthenium tetraphenylborate